NCCOC=1C(=NC(=NC1Cl)Cl)NCCC1=C(NC2=CC=CC=C12)Cl 5-(2-aminoethoxy)-2,6-dichloro-N-[2-(2-chloro-1H-indol-3-yl)ethyl]pyrimidin-4-amine